NC=1C(=NC(=CC1)Cl)C(=O)O 3-amino-6-chloro-pyridine-2-carboxylic acid